methyl 2-(2-tert-butoxycarbonyl-2-azabicyclo[2.1.1]hexan-1-yl)-4,8-difluoro-3,5,6,7-tetrahydrocyclopenta[f]benzimidazole-6-carboxylate C(C)(C)(C)OC(=O)N1C2(CC(C1)C2)C=2NC1=C(N2)C(=C2C(=C1F)CC(C2)C(=O)OC)F